({1-[5-(difluoromethyl)(1,3,4-thiadiazol-2-yl)]-4-(2-oxa-7-azaspiro[3.5]non-7-yl)(1H-indazol-6-yl)}sulfonyl)(methylcyclopropyl)amine FC(C1=NN=C(S1)N1N=CC2=C(C=C(C=C12)S(=O)(=O)NC1(CC1)C)N1CCC2(COC2)CC1)F